(2s,3s,4s,5r)-3-(3,4-difluoro-2-methoxyphenyl)-4,5-dimethyl-5-(trifluoromethyl)tetrahydrofuran-2-carboxylic acid methyl ester COC(=O)[C@H]1O[C@]([C@H]([C@H]1C1=C(C(=C(C=C1)F)F)OC)C)(C(F)(F)F)C